6-((4-(4-propenylpiperazin-1-yl)-2-methoxyphenyl)amino)-2,4,9-trimethyl-4,9-dihydro-10H-pyrimido[5,4-b]thiazolo[5,4-e][1,4]diazepin-10-one C(=CC)N1CCN(CC1)C1=CC(=C(C=C1)NC=1N=CC=2N(C(C3=C(N(C2N1)C)SC(=N3)C)=O)C)OC